C(C)(C)(C)N1C(=NC2=C1C=C(C=C2OC)C#N)NC(CC2(CC2)C(F)(F)F)=O N-(1-(tert-butyl)-6-cyano-4-methoxy-1H-benzo[d]imidazol-2-yl)-2-(1-(trifluoromethyl)cyclopropyl)acetamide